(3-Bromo-2-methyl-phenyl)butan-1-ol BrC=1C(=C(C=CC1)C(CCC)O)C